COC1=NN(C=C1C1=CC=C(C=C1)CNC1=NC=NC(=C1)C1=CN=C2N1C=CC(=C2)OC)C N-{[4-(3-methoxy-1-methyl-1H-pyrazol-4-yl)phenyl]methyl}-6-{7-methoxyimidazo[1,2-a]pyridin-3-yl}pyrimidin-4-amine